OC[C@H]1CN(CCN1)C(=O)C=1N=C(SC1)NC1=NC=CC(=N1)NC1=NC(=NC=C1)C1=NC(=CC=C1)C [(3R)-3-(hydroxymethyl)piperazin-1-yl]-[2-[[4-[[2-(6-methyl-2-pyridyl)pyrimidin-4-yl]amino]pyrimidin-2-yl]amino]thiazol-4-yl]methanone